6-((2-aminopyrimidin-5-yl)methyl)-N-(5-(tert-butyl)-1-methyl-1H-pyrazol-3-yl)-4,5,6,7-tetrahydrothieno[2,3-c]pyridine-3-carboxamide NC1=NC=C(C=N1)CN1CC2=C(CC1)C(=CS2)C(=O)NC2=NN(C(=C2)C(C)(C)C)C